FC=1C=C(C=O)C=C(C1C1=C2C([Si](C3=C1C=CC(=C3)O)(C)C)=CC(C=C2)=O)F 3,5-Difluoro-4-(7-hydroxy-5,5-dimethyl-3-oxo-3,5-dihydrodibenzo[b,e]silin-10-yl)benzaldehyde